triisopropyl-((1-phenylvinyl)oxy)silane C(C)(C)[Si](OC(=C)C1=CC=CC=C1)(C(C)C)C(C)C